4-(4-(((3S,4R)-3-hydroxy-4-((5-(trifluoromethyl)pyridin-2-yl)amino)piperidin-1-yl)sulfonyl)phenyl)picolinaldehyde O[C@H]1CN(CC[C@H]1NC1=NC=C(C=C1)C(F)(F)F)S(=O)(=O)C1=CC=C(C=C1)C1=CC(=NC=C1)C=O